(4-phenyl-naphthalene-1-yl)boric acid C1(=CC=CC=C1)C1=CC=C(C2=CC=CC=C12)OB(O)O